5-bromo-7-phenyl-7H-dibenzo[c,g]carbazole BrC1=CC=2N(C=3C=CC4=C(C3C2C2=C1C=CC=C2)C=CC=C4)C4=CC=CC=C4